2-(3,4-dimethoxyphenyl)-5,7-dihydroxy-6-methoxy-4H-chromen-4-one COC=1C=C(C=CC1OC)C=1OC2=CC(=C(C(=C2C(C1)=O)O)OC)O